4-(3-phenyl-1H-pyrazolo[3,4-b]pyridin-5-yl)phenol C1(=CC=CC=C1)C1=NNC2=NC=C(C=C21)C2=CC=C(C=C2)O